2-((3-(3-chloro-5-methyl-6,7,8,9-tetrahydropyrido[3',2':4,5]pyrrolo[1,2-a]pyrazine-7-carbonyl)phenoxy)methyl)azetidin ClC1=CC=2C(=C3N(CCN(C3)C(=O)C=3C=C(OCC4NCC4)C=CC3)C2N=C1)C